BrC1=CC=C(C=C1)[C@@H](C(F)(F)F)N(C(=O)C1CCS(CC1)(=O)=O)C N-[(1S)-1-(4-bromophenyl)-2,2,2-trifluoroethyl]-N-methyl-1,1-dioxo-1λ6-thiane-4-carboxamide